N[C@@H]1C2=CC=CC=C2CC12CCN(CC2)C=2NC(C1=C(N2)NN=C1C(=C)C1=CC(=NO1)C)=O (S)-6-(1-amino-1,3-dihydro-spiro[inden-2,4'-piperidin]-1'-yl)-3-(1-(3-methylisoxazol-5-yl)vinyl)-1,5-dihydro-4H-pyrazolo[3,4-d]pyrimidin-4-one